4-bromo-2-tetrahydropyran-2-yl-pyrazolo[3,4-c]pyridine BrC=1C=2C(C=NC1)=NN(C2)C2OCCCC2